ClC1=NC=NC=C1C(C)=O 1-(4-chloropyrimidin-5-yl)ethanone